3-(4-(5-(4-(((S)-4-(4-chlorophenyl)-3,6,9-trimethyl-6H-thieno[3,2-f][1,2,4]triazolo[4,3-a][1,4]diazepin-2-yl)ethynyl)-1H-pyrazol-1-yl)pentyl)-1-oxoisoindolin-2-yl)piperidine-2,6-dione ClC1=CC=C(C=C1)C1=N[C@H](C=2N(C3=C1C(=C(S3)C#CC=3C=NN(C3)CCCCCC3=C1CN(C(C1=CC=C3)=O)C3C(NC(CC3)=O)=O)C)C(=NN2)C)C